N1CC(CCC1)C(C(C)O)O 3-piperidyl-1,2-propylene glycol